COC=1C=C(CC(OC2=CC=CC=N2)OCOC(=O)NCC2=CC=C(C=C2)N(C)C)C=CC1 6-[(3-methoxybenzyl)(4-dimethylaminobenzyl)aminocarbonyloxymethoxymethoxy]pyridine